C1N(CCC2=CC(=CC=C12)C(=O)OCC)C(=O)OC(C)(C)C 2-(tert-butyl) 6-ethyl 3,4-dihydroisoquinoline-2,6(1H)-dicarboxylate